N=1N(N=CC1)C1=CC=C(CN2CCC(CC2)(CCC2=CC=CC=C2)COCC)C=C1 4-(2H-1,2,3-triazol-2-yl)benzyl-4-(ethoxymethyl)-4-phenethylpiperidine